1-trityl-1H-1,2,4-triazole C(C1=CC=CC=C1)(C1=CC=CC=C1)(C1=CC=CC=C1)N1N=CN=C1